4-methoxy-6-((3-morpholino-1,2,4-thiadiazol-5-yl)amino)pyrimidine-5-carboxamide COC1=NC=NC(=C1C(=O)N)NC1=NC(=NS1)N1CCOCC1